FC1=C(CN2C(N(C(C3=C2SC(=C3CN(C)C)C3=CC=C(C=C3)NC(=O)NOC)=O)C3=NC=C(C=C3)OCCF)=O)C(=CC=C1)F 1-(4-(1-(2,6-difluorobenzyl)-5-((dimethylamino)methyl)-3-(5-(2-fluoroethoxy)pyridin-2-yl)-2,4-dioxo-1,2,3,4-tetrahydrothieno[2,3-d]pyrimidin-6-yl)phenyl)-3-methoxyurea